bis(2,2,6,6-tetramethyl-4-piperidyl) benzene-1,3,5-tricarboxylate C1(=CC(=CC(=C1)C(=O)[O-])C(=O)OC1CC(NC(C1)(C)C)(C)C)C(=O)OC1CC(NC(C1)(C)C)(C)C